methyl-rac-cis-3-ethyl-3-fluoro-4-hydroxypiperidin (3-butenyl)(2-propynyl)3-butenylphosphonate C(CC=C)C(=CCCP(O)(O)=O)CC#C.CN1C[C@@]([C@@H](CC1)O)(F)CC |r|